tert-butyl 2-[2-chloro-5-(1-tetrahydropyran-4-ylpyrazol-4-yl)-4-pyridyl]-2,8-diazaspiro[4.5]decan-8-carboxylate ClC1=NC=C(C(=C1)N1CC2(CC1)CCN(CC2)C(=O)OC(C)(C)C)C=2C=NN(C2)C2CCOCC2